4-Chloro-3-iodo-1-(2-methoxyethyl)-1H-pyrrolo[3,2-c]pyridine ClC1=NC=CC2=C1C(=CN2CCOC)I